O1COC2=C1C=CC(=C2)NC(NC2=NC(=CC(=N2)NCCN(C(OC(C)(C)C)=O)C)C)=O tert-Butyl (2-((2-(3-(benzo[d][1,3]dioxol-5-yl)ureido)-6-methylpyrimidin-4-yl)amino)ethyl)(methyl)carbamate